5'-bromo-2H-[1,2'-bipyridin]-2-one BrC=1C=CC(=NC1)N1C(C=CC=C1)=O